1-chloro-4-chloromethyl-2-fluorobenzene ClC1=C(C=C(C=C1)CCl)F